N-[2-methoxy-4-(trifluoromethyl)phenyl]-5-(2-pyridyl)-1H-pyrrole-3-sulfonamide COC1=C(C=CC(=C1)C(F)(F)F)NS(=O)(=O)C1=CNC(=C1)C1=NC=CC=C1